CS(=O)(=O)N1CCC(CC1)NC1=NC2=C(C=CC=C2C=N1)C1CC2(CCN(C2)C(=O)OC(C)(C)C)CC1 tert-butyl 7-(2-((1-(methylsulfonyl) piperidin-4-yl) amino) quinazolin-8-yl)-2-azaspiro[4.4]nonane-2-carboxylate